guanidinopentylisoxazolecarboxamide N(C(=N)N)CCCCCC=1C(=NOC1)C(=O)N